NCCOCCOCCOCCOCC(COCCCCCCCC(=O)OCC(CCCCCC)CCCC)OCCCCCCCC(=O)OCC(CCCCCC)CCCC 2-butyloctyl 8-[3-[2-[2-[2-(2-aminoethoxy)ethoxy]ethoxy]ethoxy]-2-[8-(2-butyloctoxy)-8-oxo-octoxy]propoxy]octanoate